(S)-1-phenyl-2-((2-(pyridin-2-yl)pyrimidin-5-yl)oxy)ethan-1-amine C1(=CC=CC=C1)[C@@H](COC=1C=NC(=NC1)C1=NC=CC=C1)N